N-methyl-5-piperazin-1-yl-pyridinecarboxamide hydrochloride Cl.CNC(=O)C1=NC=C(C=C1)N1CCNCC1